3-chloro-5-(trifluoromethyl)pyridine-2-carbonyl chloride ClC=1C(=NC=C(C1)C(F)(F)F)C(=O)Cl